ethyl (Z)-3-[2-(tert-butoxycarbonylamino)-6-chloro-3-pyridyl]-2-fluoro-prop-2-enoate C(C)(C)(C)OC(=O)NC1=NC(=CC=C1\C=C(\C(=O)OCC)/F)Cl